7-methoxy-3-(2-(pyridin-4-yl)propan-2-yl)chroman-4-one COC1=CC=C2C(C(COC2=C1)C(C)(C)C1=CC=NC=C1)=O